2-(2-methoxyphenyl)-1,3-dimethyl-1H-benzoimidazol-3-ium iodide [I-].COC1=C(C=CC=C1)C1=[N+](C2=C(N1C)C=CC=C2)C